(2S)-4-[3-chloro-4-(trifluoromethyl)-phenyl]-2-(9H-fluoren-9-ylmeth-oxycarbonylamino)-butanoic acid ClC=1C=C(C=CC1C(F)(F)F)CC[C@@H](C(=O)O)NC(=O)OCC1C2=CC=CC=C2C=2C=CC=CC12